COC=1C=C(C=CC1OC)CC(=O)O (3,4-dimethoxyphenyl)acetic acid